Cl.N[C@H]1CN(CCCC1)C1=NN(C(C2=CC=CC=C12)=O)C1CCCCC1 (R)-4-(3-Aminoazepan-1-yl)-2-cyclohexyl-phthalazin-1(2H)-one-hydrochloride